COC=1C(=CC(=C(C1)N1CCC(CC1)N1CCNCC1)C=1C=NN(C1)C)[N+](=O)[O-] 1-(1-(5-methoxy-2-(1-methyl-1H-pyrazol-4-yl)-4-nitrophenyl)piperidin-4-yl)piperazine